3-(((2,5-bis(trifluoromethyl)pyrazolo[1,5-a]pyrimidin-7-yl)amino)methyl)-3-(4-fluoro-1H-pyrazol-1-yl)azetidine-1-sulfonamide FC(C1=NN2C(N=C(C=C2NCC2(CN(C2)S(=O)(=O)N)N2N=CC(=C2)F)C(F)(F)F)=C1)(F)F